O1COC2=C1C=CC(=C2)CC(C)N(C(OC)=S)C O-methyl (1-(benzo[d][1,3]dioxol-5-yl)propan-2-yl)(methyl)carbamothioate